(R)-6-(4-(5-chloro-2-methoxyphenyl)piperidin-1-yl)-2-(pyridazin-4-yl)-2-azaspiro[3.4]octane ClC=1C=CC(=C(C1)C1CCN(CC1)[C@H]1CC2(CN(C2)C2=CN=NC=C2)CC1)OC